N[C@H]1[C@@H]2N(C[C@H]1CC2)C(=O)C2=CC1=C(N(C(=N1)C=1N(C3=C(C=CC=C3C1)C=1C=C3C=CNC(C3=CC1)=O)CC1CC1)C)C(=C2)OC 6-(2-{5-[(1R,4R,7R)-7-amino-2-azabicyclo[2.2.1]heptane-2-carbonyl]-7-methoxy-1-methyl-1H-1,3-benzodiazol-2-yl}-1-(cyclopropylmethyl)-1H-indol-7-yl)-1,2-dihydroisoquinolin-1-one